CC12CCC[C@@]3([C@@H]1[C@@H]([C@]45[C@H]3CC[C@H](C4)C(=C)C5)C(=O)[O-])OC2=O The molecule is a gibberellin carboxylic acid anion that is the conjugate base of gibberellin A9, obtained by deprotonation of the carboxy group. It is a conjugate base of a gibberellin A9.